C(CCCCCC)OC(CCC(=O)OCCCCCCCC(CCCCCCCOC(CCC(OCCCCCCC)OCCCCCCC)=O)NCC1CCN(CC1)C)OCCCCCCC [15-(4,4-diheptoxybutanoyloxy)-8-[(1-methyl-4-piperidyl)methylamino]pentadecyl] 4,4-diheptoxybutanoate